OCCCCN1CN(CN(C1)CCCCO)CCCCO hexahydro-1,3,5-tris(hydroxybutyl)-s-triazine